C(C(C)C)C1=CC(=C(C=N1)N1C([N-]C2=C(SC=3N=CC=C1C32)C(=O)OC)=O)C.[Na+] sodium 5-(6-isobutyl-4-methylpyridin-3-yl)-2-(methoxycarbonyl)-4-oxo-4,5-dihydro-1-thia-3,5,8-triazaacenaphthylen-3-ide